tris(methylallyl)silane CC=CC[SiH](CC=CC)CC=CC